C(C)OP(=O)(C)C=1C=CC(=C2CCC3(OCCO3)C12)OC1=CC(=CC(=C1)F)C#N (4-(3-cyano-5-fluorophenoxy)-2,3-dihydrospiro[indene-1,2'-[1,3]dioxolan]-7-yl)(methyl)phosphinic acid ethyl ester